N-[1-[3-[[1-(difluoromethylsulfonylamino)cyclopropyl]methoxy]-4-fluoro-phenyl]ethyl]propenamide FC(S(=O)(=O)NC1(CC1)COC=1C=C(C=CC1F)C(C)NC(C=C)=O)F